3-chloro-5-iodo-N-[(1S)-1-[2-(1-methyl-6-oxo-pyridazin-3-yl)-1,2,4-triazol-3-yl]ethyl]benzamide ClC=1C=C(C(=O)N[C@@H](C)C=2N(N=CN2)C2=NN(C(C=C2)=O)C)C=C(C1)I